Bis(pyridine) iodine (I) hexafluorophosphate F[P-](F)(F)(F)(F)F.[I+].N1=CC=CC=C1.N1=CC=CC=C1